CC(CC1=CC(=C(C=C1)CCC=O)C)C 3-(4-(2-methylpropyl)-2-methylphenyl)-propanal